2-(6-(4-(4-(2-((2,6-dioxopiperidin-3-yl)amino)benzyl)piperazin-1-yl)piperidin-1-yl)-1-oxoisoindolin-2-yl)-2-(5-fluoro-2-hydroxyphenyl)-N-(thiazol-2-yl)acetamide O=C1NC(CCC1NC1=C(CN2CCN(CC2)C2CCN(CC2)C2=CC=C3CN(C(C3=C2)=O)C(C(=O)NC=2SC=CN2)C2=C(C=CC(=C2)F)O)C=CC=C1)=O